1,1-bis(2-hydroxy-3-methylphenyl)nonadecane dimethyl-[3-[(hydroxymethyl)amino]-3-oxo-propyl]-phosphonate COP(OC)(=O)CCC(=O)NCO.OC1=C(C=CC=C1C)C(CCCCCCCCCCCCCCCCCC)C1=C(C(=CC=C1)C)O